ethyl ((R)-4-(4-(1,2,4-oxadiazol-3-yl)phenyl)-1-((S)-1-(4-chloro-3-(1H-1,2,4-triazol-1-yl)phenyl)-2-hydroxyethyl)-4-neopentyl-5-oxoimidazolidin-2-ylidene)carbamate O1N=C(N=C1)C1=CC=C(C=C1)[C@]1(NC(N(C1=O)[C@H](CO)C1=CC(=C(C=C1)Cl)N1N=CN=C1)=NC(OCC)=O)CC(C)(C)C